(4-hydroxyphenyl)-2-methoxy-benzenesulfonamide OC1=CC=C(C=C1)C=1C(=C(C=CC1)S(=O)(=O)N)OC